C(CCCCCCCCC)OC(NC=1C2=C(N=C(N1)Cl)N(C=C2)[C@@H]2O[C@@]([C@H](C2)O)(CO)C#C)=O Decyl(2-chloro-7-((2R,4S,5R)-5-ethynyl-4-hydroxy-5-(hydroxymethyl)tetrahydrofuran-2-yl)-7H-pyrrolo[2,3-d]pyrimidin-4-yl)carbamate